methyl-4-piperidone CN1CCC(CC1)=O